dimethyl-dithioacetic acid CC(C(=S)S)C